C(C)(C)(C)N(C(O)=O)CC=1C=C2C=CN=C(C2=CC1OC)N.Cl.Cl.NCC=1C=C2C=CN=C(C2=CC1OC)N 6-(Aminomethyl)-7-methoxyisoquinolin-1-amine dihydrochloride tert-Butyl-((1-amino-7-methoxyisoquinolin-6-yl)methyl)carbamate